5-(bromomethyl)-4-methoxythieno[2,3-d]pyrimidine-6-carboxylic acid ethyl ester C(C)OC(=O)C1=C(C2=C(N=CN=C2OC)S1)CBr